racemic-chromanaldehyde tert-butyl-(S)-(3-(4,4,5,5-tetramethyl-1,3,2-dioxaborolan-2-yl)cyclohex-3-en-1-yl)carbamate C(C)(C)(C)N(C(O)=O)[C@@H]1CC(=CCC1)B1OC(C(O1)(C)C)(C)C.O1[C@H](CCC2=CC=CC=C12)C=O |&1:24|